1-(2-((8-((3,4-Dichlorophenyl)amino)benzo[b][1,5]naphthyridin-10-yl)amino)ethyl)guanidine ClC=1C=C(C=CC1Cl)NC1=CC=2C(=NC3=CC=CN=C3C2NCCNC(=N)N)C=C1